4-((2-hydroxyphenyl)ethynyl)benzonitrile OC1=C(C=CC=C1)C#CC1=CC=C(C#N)C=C1